(P)-1-(6-(3-methyl-4-(5-methyl-1H-indazol-4-yl)-2-quinolinyl)-2,6-diazaspiro[3.4]octan-2-yl)-2-propen-1-one CC=1C(=NC2=CC=CC=C2C1C1=C2C=NNC2=CC=C1C)N1CC2(CN(C2)C(C=C)=O)CC1